1-ethynylbicyclo[1.1.1]pentane C(#C)C12CC(C1)C2